N-{4-[2-amino-5-(4-{[(2R)-1,4-dioxan-2-yl]methoxy}-3-methoxyphenyl)-3-pyridinyl]-3-fluorophenyl}-5-(5-methyl-2-pyridinyl)-4-oxo-1-(tetrahydropyran-4-ylmethyl)pyridine-3-carboxamide NC1=NC=C(C=C1C1=C(C=C(C=C1)NC(=O)C1=CN(C=C(C1=O)C1=NC=C(C=C1)C)CC1CCOCC1)F)C1=CC(=C(C=C1)OC[C@@H]1OCCOC1)OC